C(C1=CC=CC=C1)NC(=O)[C@@]12NC([C@H]3[C@H]([C@@H]1N(C[C@@H]2C3)CCC(C)C)CC(C)C)=O |o1:10,13,14,15,18| (3S*,3aS*,6R*,7R*,7aS*)-N-benzyl-7-isobutyl-1-isopentyl-5-oxooctahydro-3aH-3,6-methanopyrrolo[3,2-b]pyridine-3a-carboxamide